ClC1=C(C=CC=C1)C1=NOC(=C1CO[C@H]1C[C@H](NCC1)C)C1CC1 (2R,4R)-4-((3-(2-chlorophenyl)-5-cyclopropylisoxazol-4-yl)methoxy)-2-methylpiperidin